FC=1C=C(C=CC1)C=1C=C(N(C1)C)C 4-(3-fluorophenyl)-1,2-dimethyl-1H-pyrrole